BOC-trans-4-aminohexanol C(=O)(OC(C)(C)C)C(CCC(CC)N)O